fumaric acid, 2-methylimidazolium salt CC=1NC=C[NH+]1.C(\C=C\C(=O)[O-])(=O)[O-].CC=1NC=C[NH+]1